C1=NC=CC=2NC=3C=C(C=CC3C21)C=2C=CC(=NC2)CCCOCCN2CCN(CC2)C(=O)OC(C)(C)C tert-butyl 4-(2-(3-(5-(5H-pyrido[4,3-b]indol-7-yl)pyridin-2-yl)propoxy)ethyl)piperazine-1-carboxylate